10-{4-[(2-aminoethyl)amino]-2,6-difluorophenyl}-4-chloro-8-ethyl-9-oxo-6,8,10-triazatricyclo[9.4.0.02,7]pentadeca-1(11),2(7),3,5,12,14-hexaene-13-carbonitrile NCCNC1=CC(=C(C(=C1)F)N1C(N(C=2N=CC(=CC2C=2C=CC(=CC12)C#N)Cl)CC)=O)F